C1=NC(=C(N1)C[C@@H](C(=O)O)N)S(=O)C[C@@H](C(=O)O)N The molecule is a L-cysteine derivative that is L-cysteine sulfoxide in which the hydrogen attached to sulfur is replaced by a 5-L-histidyl group. It has a role as a marine metabolite. It is a sulfoxide, a L-cysteine derivative, a L-histidine derivative and a non-proteinogenic L-alpha-amino acid. It is a tautomer of a S-(5-histidyl)cysteine sulfoxide dizwitterion.